(E)-5-Propargyl-2-(4-(2-(pyridin-4-yl)vinyl)-[2,4'-bipyrimidin]-2'-yl)isoindoline C(C#C)C=1C=C2CN(CC2=CC1)C1=NC=CC(=N1)C1=NC=CC(=N1)\C=C\C1=CC=NC=C1